(3-acryloyl-3,8-diazabicyclo[3.2.1]octan-8-yl)-7-(2-fluorophenyl)-1-(2-isopropyl-4-methylpyridin-3-yl)-2-oxo-1,2-dihydropyrido[2,3-d]pyrimidine-6-carbonitrile C(C=C)(=O)N1CC2CCC(C1)N2C=2C1=C(N(C(N2)=O)C=2C(=NC=CC2C)C(C)C)N=C(C(=C1)C#N)C1=C(C=CC=C1)F